2-(4-(4-methoxyphenoxy)phenyl)-7-(piperidin-4-yl)-1H-imidazo[1,2-b]pyrazole-3-carboxamide COC1=CC=C(OC2=CC=C(C=C2)C=2NC=3N(N=CC3C3CCNCC3)C2C(=O)N)C=C1